(R)-(3-(1-amino-8-azaspiro[4.5]dec-8-yl)-6-(2-chloro-6-methoxypyridin-3-yl)-5-methylpyrazin-2-yl)methanol N[C@@H]1CCCC12CCN(CC2)C=2C(=NC(=C(N2)C)C=2C(=NC(=CC2)OC)Cl)CO